N-(3-((2-((4-methyl-2-(4-methylpiperazin-1-yl)thiazol-5-yl)amino)-5-(trifluoromethyl)pyrimidin-4-yl)amino)propyl)cyclobutanecarboxamide CC=1N=C(SC1NC1=NC=C(C(=N1)NCCCNC(=O)C1CCC1)C(F)(F)F)N1CCN(CC1)C